2-difluoromethyl-oxazole FC(C=1OC=CN1)F